COC=1C=C(C=CC1)NNC(=O)C1=NC=CC=C1 N'-(3-methoxyphenyl)-2-pyridinecarbohydrazide